C(C)N1N=C(C2=CC(=CC=C12)I)C(=O)C1=CC=C(C=C1)OC (1-ethyl-5-iodo-1H-indazol-3-yl)(4-methoxyphenyl)methanone